methylpurineferulic acid CC1=NC2=NC(=NC=C2N1)C1=CC(=C(C=C1/C=C/C(=O)O)OC)O